NC1=CC=C(C=N1)N1CCN(CC1)C(=O)C1=NC=C(C(=C1)OC)OC1=CC=C(C=C1)OC [4-(6-Amino-pyridin-3-yl)-piperazin-1-yl]-[4-methoxy-5-(4-methoxy-phenoxy)-pyridin-2-yl]-methanone